6-[[3-(Difluoromethyl)-5-methyl-pyrazol-1-yl]methyl]-2-azaspiro[3.3]heptane FC(C1=NN(C(=C1)C)CC1CC2(CNC2)C1)F